FC1=C(C=CC(=N1)C=1N=NN(C1NC(O[C@H](C(F)F)C1=CC=CC=C1)=O)C)NS(=O)(=O)C (S)-2,2-difluoro-1-phenylethyl (4-(6-fluoro-5-(methylsulfonamido)pyridin-2-yl)-1-methyl-1H-1,2,3-triazol-5-yl)carbamate